sodium 1-(6-(7-oxa-2-azaspiro[3.5]nonan-2-yl)pyrimidin-4-yl)-4-(1H-1,2,3-triazol-1-yl)-1,2-dihydro-3H-pyrazole C1N(CC12CCOCC2)C2=CC(=NC=N2)N2NCC(=C2)N2N=NC=C2.[Na]